2-(3'-tert-butyl-5'-[2-(2-ethyl-hexyloxy)carbonylethyl]-2'-hydroxyphenyl)-5-chlorobenzotriazole C(C)(C)(C)C=1C(=C(C=C(C1)CCC(=O)OCC(CCCC)CC)N1N=C2C(=N1)C=CC(=C2)Cl)O